ClC=1C(N(C(=CC1OCC1=NC=C(C=C1F)F)C)C1=CC(=NC=C1C)N1C(C(=C(C=C1)C)C(C)(C)O)=O)=O 3-chloro-4-[(3,5-difluoropyridin-2-yl)methoxy]-2'-[3-(2-hydroxypropan-2-yl)-4-methyl-2-oxopyridin-1-yl]-5',6-dimethyl-[1,4'-bipyridin]-2-one